8-(4-fluorophenyl)-6-methyl-7-(3-azaspiro[5.5]undec-8-en-9-yl)pyrrolo[1,2-a]pyrazin-1-amine FC1=CC=C(C=C1)C=1C(=C(N2C1C(=NC=C2)N)C)C2=CCC1(CCNCC1)CC2